tetramethylammonium 2,6-dimethylphenolate CC1=C(C(=CC=C1)C)[O-].C[N+](C)(C)C